6-acetoxy-N-t-butoxycarbonyl-tryptophan C(C)(=O)OC=1C=C2NC=C(C[C@H](NC(=O)OC(C)(C)C)C(=O)O)C2=CC1